7-butyl (E)-1-(2-ethoxy-2-oxoethylidene)-7-azaspiro[3.5]nonane-7-carboxylate C(C)OC(\C=C\1/CCC12CCN(CC2)C(=O)OCCCC)=O